(R)-3-(1-(4-ethyl-4H-1,2,4-triazol-3-yl)propan-2-yl)aniline C(C)N1C(=NN=C1)C[C@@H](C)C=1C=C(N)C=CC1